OC(CN1CCOCC1)C N-(2-hydroxypropyl)morpholin